C(C)(C)(C)OC(=O)N1[C@@H](CN([C@H](C1)C)C=1C2=C(N=CN1)N(C=C2I)C2=NC=CC(=C2)Cl)C (2R,5S)-4-(7-(4-chloropyridin-2-yl)-5-iodo-7H-pyrrolo[2,3-d]pyrimidin-4-yl)-2,5-dimethylpiperazine-1-carboxylic acid tert-butyl ester